N-{(1S)-1-cyano-2-[(3S)-2-oxopyrrolidin-3-yl]Ethyl}-N2-(ethoxycarbonyl)-4-methyl-L-leucinamide C(#N)[C@H](C[C@H]1C(NCC1)=O)NC([C@@H](NC(=O)OCC)CC(C)(C)C)=O